(R)-3-amino-1-methylazetidin-2-one N[C@H]1C(N(C1)C)=O